N-(7-chloro-6-(1-(4-hydroxy-3-methyltetrahydrofuran-3-yl)piperidin-4-yl)isoquinolin-3-yl)spiro[2.3]hexane-1-carboxamide ClC1=C(C=C2C=C(N=CC2=C1)NC(=O)C1CC12CCC2)C2CCN(CC2)C2(COCC2O)C